4-ethoxy-1-methyl-5-{1-[4-(1H-pyrazol-4-yl)-benzyl]-1H-pyrazol-4-yl}-1H-pyridin-2-one C(C)OC1=CC(N(C=C1C=1C=NN(C1)CC1=CC=C(C=C1)C=1C=NNC1)C)=O